3,4-Dimethyl-1-cyclohexanol CC1CC(CCC1C)O